CC(C(=O)OCC)(C)OC1=CC=C(C=C1)CN1N=CN(C1=O)C1=CC=C(C=C1)OC(F)(F)F Ethyl 2-methyl-2-(4-((5-oxo-4-(4-(trifluoromethoxy)phenyl)-4,5-dihydro-1H-1,2,4-triazol-1-yl)meth-yl)phenoxy)propionate